FC1=CC(=C(OC2=NC=C(C=C2C(=O)NC2=CC(=CC=C2)S(=O)(=O)C(F)(F)F)C(F)(F)F)C=C1)OC 2-(4-fluoro-2-methoxy-phenoxy)-5-(trifluoromethyl)-N-[3-(trifluoromethylsulfonyl)phenyl]pyridine-3-carboxamide